5-(3-(1-cyclobutyl-1H-imidazol-4-yl)-2-fluoro-6-hydroxyphenyl)-1,2,5-thiadiazolidin-3-one 1,1-dioxide C1(CCC1)N1C=NC(=C1)C=1C(=C(C(=CC1)O)N1CC(NS1(=O)=O)=O)F